COC(C1=NC=C(C=C1OCC1=CC=CC=C1)Br)=O.BrC=1C=C2CN(C(C2=C(C1)NCC1=CC=C(C=C1)OC)=O)[C@@H](C)C1CC1 (S)-5-bromo-2-(1-cyclopropylethyl)-7-((4-methoxybenzyl)amino)isoindolin-1-one methyl-3-(benzyloxy)-5-bromopicolinate